4-chloro-2-fluorobenzene ClC1=CC(=CC=C1)F